C12(CCC(CC1)C2)[Si](O[SiH2]O[Si](C21CCC(CC2)C1)(C)C)(C)C bis(norbornyldimethylsilyloxy)silane